CN1C=2C=C3C(=CC2C(C=2C=CC=CC12)=O)N(C1=CC=CC=C1C3=O)C 5,12-dimethylquinolino[2,3-b]acridine-7,14(5H,12H)-dione